dimethyl-propylene carbonate C1(OC(C(C)O1)(C)C)=O